1-(4-(4-((4-Amino-2-butoxyimidazo[2,1-f][1,2,4]triazin-7-yl)methyl)benzyl)piperazin-1-yl)-2-(dimethylamino)ethan-1-on NC1=NC(=NN2C1=NC=C2CC2=CC=C(CN1CCN(CC1)C(CN(C)C)=O)C=C2)OCCCC